BrC1C(C(OCC1)C)=O 4-bromo-2-methyldihydro-2H-pyran-3(4H)-one